3,4-difluoro-2-chlorobenzoic acid FC=1C(=C(C(=O)O)C=CC1F)Cl